3-((3-exo)-3-((6-((5-methyl-1H-pyrazol-3-yl)amino)pyrazolo[1,5-a]pyrazin-4-yl)amino)-8-azabicyclo[3.2.1]octan-8-yl)propionitrile CC1=CC(=NN1)NC=1N=C(C=2N(C1)N=CC2)NC2CC1CCC(C2)N1CCC#N